NC1=C2C(=NC=N1)N(N=C2C2=CC=C(C=C2)O)CC2=NC1=CC=CC(=C1C(N2CC2=C(C=CC=C2)Cl)=O)C#CCC2CCCC2 2-((4-Amino-3-(4-hydroxyphenyl)-1H-pyrazolo[3,4-d]pyrimidin-1-yl)methyl)-3-(2-chlorobenzyl)-5-(3-cyclopentylprop-1-ynyl)quinazolin-4(3H)-one